[Si](C)(C)(C(C)(C)C)OCCN1C[C@@H](CCC1)NC1=NN=C(C=2CCCCC12)C1=C(C=C(C=C1)C(F)(F)F)O 2-[4-[[(3R)-1-[2-[tert-butyl(dimethyl)silyl]oxyethyl]-3-piperidyl]amino]-5,6,7,8-tetrahydrophthalazin-1-yl]-5-(trifluoromethyl)phenol